C1(CC1)C(C(=O)OCCCCCCCNC)CCCCCCCC 7-(Methylamino)heptyl 2-cyclopropyldecanoate